1-(2-Fluoro-4-nitrophenyl)piperazine FC1=C(C=CC(=C1)[N+](=O)[O-])N1CCNCC1